C(C)(=O)N1C[C@H](N(CC1)C(\C=C/Cl)=O)C1=CC(=CC(=C1)C1=NC=CC=N1)Cl (R,Z)-1-(4-acetyl-2-(3-chloro-5-(pyrimidin-2-yl)phenyl)piperazin-1-yl)-3-chloroprop-2-en-1-one